4-(3-amino-4-methyl-1H-indazol-5-yl)-N-(3-hydroxycyclopentyl)-3-methylbenzenesulfonamide NC1=NNC2=CC=C(C(=C12)C)C1=C(C=C(C=C1)S(=O)(=O)NC1CC(CC1)O)C